Tert-butyl N-[3-(hydroxyiminomethyl)-4-methyl-1H-indol-7-yl]carbamate ON=CC1=CNC2=C(C=CC(=C12)C)NC(OC(C)(C)C)=O